2-[1,3-dioxo-7-(prop-2-enoyloxymethyl)-4,7a-dihydro-3aH-4,7-epoxyisoindol-2-yl]ethyl prop-2-enoate C(C=C)(=O)OCCN1C(C2C3(C=CC(C2C1=O)O3)COC(C=C)=O)=O